C(C)(C)(C)OC(=O)NC=1C=2N(C3=C(N1)C=NC(=C3)C(=O)O)C=NC2C 4-((tert-butoxycarbonyl)amino)-3-methylimidazo[1,5-a]pyrido[3,4-e]pyrazine-8-carboxylic acid